C(C)(=O)N1C[C@@](CC1)(C(F)(F)F)N1C=C2C(=NN(C(C2=CC1=O)=O)C)N[C@H](C)C1=C(C(=CC=C1)C(F)F)F 6-((S)-1-acetyl-3-(trifluoromethyl)pyrrolidin-3-yl)-4-(((R)-1-(3-(difluoromethyl)-2-fluorophenyl)ethyl)amino)-2-methyl-2,6-dihydropyrido[3,4-d]pyridazine-1,7-dione